The molecule is a hydroxy fatty acyl-CoA that results from the formal condensation of the thiol group of coenzyme A with the carboxy group of 3-hydroxyisovaleric acid. It has a role as a mouse metabolite. It is a 3-hydroxy fatty acyl-CoA, a hydroxybutanoyl-CoA and a methylbutanoyl-CoA. It derives from a butyryl-CoA and a 3-hydroxyisovaleric acid. It is a conjugate acid of a 3-hydroxyisovaleryl-CoA(4-). CC(C)(CC(=O)SCCNC(=O)CCNC(=O)[C@@H](C(C)(C)COP(=O)(O)OP(=O)(O)OC[C@@H]1[C@H]([C@H]([C@@H](O1)N2C=NC3=C(N=CN=C32)N)O)OP(=O)(O)O)O)O